(R)-3-(BOC-amino)-4-(4-tert-butylphenyl)butyric acid C(=O)(OC(C)(C)C)N[C@@H](CC(=O)O)CC1=CC=C(C=C1)C(C)(C)C